1,3,7-trimethyl-8-(propylsulfinyl)-1H-purine-2,6(3H,7H)-dione CN1C(N(C=2N=C(N(C2C1=O)C)S(=O)CCC)C)=O